C(=C)(C)C1=CN=CC(=N1)NC1=C(C=NN1C)C1=CC=C(C=N1)C1=CC=C(C=C1)C1(CC1)C(=O)O 1-[4-[6-[5-[(6-isopropenylpyrazin-2-yl)amino]-1-methyl-pyrazol-4-yl]-3-pyridinyl]phenyl]cyclopropanecarboxylic acid